Ethyl (2Z)-2-(cyclopentylcarbonyl)-3-(dimethylamino)acrylate C1(CCCC1)C(=O)/C(/C(=O)OCC)=C/N(C)C